5-((14-((5-(8,9-difluoro-5-methyl-5H-pyrido[4,3-b]indol-7-yl)pyridin-2-yl)oxy)-3,6,9,12-tetraoxatetradecyl)oxy)-2-(2,6-dioxopiperidin-3-yl)isoindoline-1,3-dione FC1=C(C=2C3=C(N(C2C=C1C=1C=CC(=NC1)OCCOCCOCCOCCOCCOC=1C=C2C(N(C(C2=CC1)=O)C1C(NC(CC1)=O)=O)=O)C)C=CN=C3)F